CC1=CC=2N(C=C1)C(=CN2)C2=NC=C(C1=C2CNC1=O)NC1=NC=C(C=C1)N1CCOCC1 4-(7-methylimidazo[1,2-a]pyridin-3-yl)-7-[(5-morpholino-2-pyridyl)amino]-2,3-dihydropyrrolo[3,4-c]pyridin-1-one